2,6-difluoro-N-(4-(1-methoxy-2-phenylpropan-2-yl)thiazol-2-yl)-4-(piperazin-1-yl)benzamide FC1=C(C(=O)NC=2SC=C(N2)C(COC)(C)C2=CC=CC=C2)C(=CC(=C1)N1CCNCC1)F